FC(C(=O)O)(F)F.FC1(CC2(C1)CNC(C2)C(=O)O)F 2,2-difluoro-6-azaspiro[3.4]octane-7-carboxylic acid trifluoroacetate salt